FC1=C(C(=CC=C1F)OC)O 2,3-difluoro-6-methoxyphenol